CC=1N=C2N(N=C(C=C2C(F)(F)F)C=2NC(C3=C(N2)SC(=C3)C3CCNCC3)=O)C1 2-[2-Methyl-8-(trifluoromethyl)imidazo[1,2-b]pyridazin-6-yl]-6-(4-piperidyl)-3H-thieno[2,3-d]pyrimidin-4-on